1,4-dimethyl-phthalazine-6-carboxylic acid CC1=NN=C(C2=CC(=CC=C12)C(=O)O)C